NC1=CC(=NC(=C1)C=1SC=CN1)C1=NC(=CC(=C1)OC)N1C[C@@](CC1)(C)O (S)-4-amino-6'-(3-hydroxy-3-methylpyrrolidin-1-yl)-4'-methoxy-6-(thiazol-2-yl)-[2,2'-bipyridine]